2-(5-fluoro-2-methylbenzyl)-1-oxo-1,2,3,4-tetrahydroisoquinoline FC=1C=CC(=C(CN2C(C3=CC=CC=C3CC2)=O)C1)C